C(C1=CC=CC=C1)O[C@H]1C[C@@H](N(C1)C(=O)OC(C)(C)C)CO tert-Butyl (2R,4S)-4-(benzyloxy)-2-(hydroxymethyl)pyrrolidine-1-carboxylate